[S-2].[Zn+2].[Zn+2].[Zn+2].[S-2].[S-2] trizinc sulfide